8-Amino-3-(5-(N-(3,3-difluorocyclobutyl)sulfamoyl)-2-methylphenyl)-N-methylimidazo[1,2-a]pyrazine-6-carboxamide Trifluoroacetate Salt FC(C(=O)O)(F)F.NC=1C=2N(C=C(N1)C(=O)NC)C(=CN2)C2=C(C=CC(=C2)S(NC2CC(C2)(F)F)(=O)=O)C